COC1=CC=2N(C=C1)C(=NC2)C(=O)N 7-methoxyimidazo[1,5-a]Pyridine-3-carboxamide